2-methyl-4-(((2,4,6-triisopropylphenyl)sulfonyl)oxy)pyrido[3,4-d]pyrimidine CC=1N=C(C2=C(N1)C=NC=C2)OS(=O)(=O)C2=C(C=C(C=C2C(C)C)C(C)C)C(C)C